FC1CN(CCC1)CCC=O 3-(3-fluoropiperidin-1-yl)propan-1-one